(3E)-1-chloro-6,6-dimethoxy-3-hexene ClCC\C=C\CC(OC)OC